O=C1NC(CCC1NC1=NC=CC(=N1)C#CCNC(C1=NC=C(C=C1)C=1N=CC2=C(C=CC=C2C1)C1=CC2=C(N(C(N2C)=O)C)C(=C1)C(C)C)=O)=O N-(3-(2-((2,6-Dioxopiperidin-3-yl)amino)pyrimidin-4-yl)prop-2-yn-1-yl)-5-(8-(7-isopropyl-1,3-dimethyl-2-oxo-2,3-dihydro-1H-benzo[d]imidazol-5-yl)isoquinolin-3-yl)picolinamide